OC1=C(C=CC=C1)C(\C=C\C1=CC=C(C=C1)Cl)=O (E)-1-(2-hydroxyphenyl)-3-(p-chlorophenyl)prop-2-en-1-one